N[C@@H]1C[C@H](CCC1)CNC1=NN(C(=C1)C1=CC(=C(C#N)C=C1)F)C1=CC=C(C=C1)N1CC(NCC1)=O 4-(3-((((1S,3S)-3-aminocyclohexyl)-methyl)amino)-1-(4-(3-oxopiperazin-1-yl)phenyl)-1H-pyrazol-5-yl)-2-fluoro-benzonitrile